(R)-2-(2-(3-ethyl-5,6,7,8-tetrahydro-[1,2,4]triazolo[4,3-a]pyridin-6-yl)-2H-pyrazolo[3,4-b]pyrazin-6-yl)-3-methyl-5-(trifluoromethyl)phenol C(C)C1=NN=C2N1C[C@@H](CC2)N2N=C1N=C(C=NC1=C2)C2=C(C=C(C=C2C)C(F)(F)F)O